4-(azetidin-3-ylamino)-2-chloro-N,N-dimethylbenzamide N1CC(C1)NC1=CC(=C(C(=O)N(C)C)C=C1)Cl